(S)-1-((S)-2-aminocyclohex-5-enoyl)hexahydropyridazine-3-carboxylic acid methyl ester COC(=O)[C@H]1NN(CCC1)C(=O)[C@@H]1C(CCC=C1)N